methyl-(2-(2-chloro-4-fluorophenyl)acetyl)-D-proline C[C@]1(N(CCC1)C(CC1=C(C=C(C=C1)F)Cl)=O)C(=O)O